NC1=C(C=C2CCC(NC2=C1)=O)Br 7-Amino-6-bromo-3,4-dihydroquinolin-2(1H)-one